(S)-4-(4-chloro-1-oxo-3-(1-((5-oxo-5,8-dihydropyrido[2,3-d]pyrimidin-4-yl)amino)ethyl)-2-phenyl-1,2-dihydroisoquinolin-8-yl)benzamide ClC1=C(N(C(C2=C(C=CC=C12)C1=CC=C(C(=O)N)C=C1)=O)C1=CC=CC=C1)[C@H](C)NC=1C2=C(N=CN1)NC=CC2=O